Methyl 2-(4-(2-(4-chloro-2-fluorophenyl)-2-methylbenzo[d][1,3]dioxol-4-yl)-3-fluorophenyl)acetate ClC1=CC(=C(C=C1)C1(OC2=C(O1)C=CC=C2C2=C(C=C(C=C2)CC(=O)OC)F)C)F